O=C1NC(CCC1N1C(C2=CC=C(C=C2C1=O)N1CCN(CC1)CC12CC(C1)(C2)CN2CCNCC2)=O)=O 2-(2,6-dioxo-3-piperidyl)-5-[4-[[3-(piperazin-1-ylmethyl)-1-bicyclo[1.1.1]pentanyl]methyl]piperazin-1-yl]isoindoline-1,3-dione